FC1(CCC(CC1)C1=C(C(=O)NC=2C=NC(=CC2)OC(C)C)C(=CC=N1)C1=C(C=CC(=C1)F)F)F 2-(4,4-difluorocyclohexyl)-4-(2,5-difluorophenyl)-N-(6-isopropoxypyridin-3-yl)nicotinamide